CC(C#N)(COC=1C=NC(=CC1C1=CC=2N(C=C1)N=C(C2)NC2=NC(=NC(=C2)C)NC)C)C 2,2-dimethyl-3-[[6-methyl-4-[2-[[6-methyl-2-(methylamino)pyrimidin-4-yl]amino]pyrazolo[1,5-a]pyridin-5-yl]-3-pyridyl]oxy]propanenitrile